Tert-butyl (1s,4s)-1-(3-(2-(pyridin-4-yl)ethyl)-1,2,4-oxadiazol-5-yl)-2-azabicyclo[2.2.2]octane-2-carboxylate N1=CC=C(C=C1)CCC1=NOC(=N1)C12N(CC(CC1)CC2)C(=O)OC(C)(C)C